dirhodium (II) tetraacetate C(C)(=O)[O-].C(C)(=O)[O-].C(C)(=O)[O-].C(C)(=O)[O-].[Rh+2].[Rh+2]